COC(=O)C1(CCNCC1)NC(=O)OC(C)(C)C.C(#N)C=1C=C(OC1)C(=O)NC1=C(C=C(C=C1)N1CCN(CC1)C)N1CCCCC1 4-Cyano-N-(4-(4-methylpiperazin-1-yl)-2-(piperidin-1-yl)phenyl)furan-2-carboxamide methyl-4-((tert-butoxycarbonyl)amino)piperidine-4-carboxylate